3-methoxybutyl 3-mercaptopropionate 2-ethylhexyl-3-mercaptopropionate C(C)C(COC(CCS)=O)CCCC.SCCC(=O)OCCC(C)OC